(3aR,5s,6aS)-N-(6-(4-fluoro-2,5-dimethylphenyl)-4-(trifluoromethyl)pyridazin-3-yl)-2-((tetrahydro-2H-pyran-4-yl)methyl)octahydro-cyclopenta[c]pyrrol-5-amine FC1=CC(=C(C=C1C)C1=CC(=C(N=N1)NC1C[C@@H]2[C@@H](CN(C2)CC2CCOCC2)C1)C(F)(F)F)C